C1(CC1)C=1C(NC=2C=C(C=NC2C1)CN1CCN(CC1)C=1C=CC(=NC1)C(=O)NC=1C=NN(C1)C)=O 5-(4-((7-cyclopropyl-6-oxo-5,6-dihydro-1,5-naphthyridin-3-yl)methyl)piperazin-1-yl)-N-(1-methyl-1H-pyrazol-4-yl)picolinamide